Ethyldimethyl-(heptyl)silane C(C)[Si](CCCCCCC)(C)C